3-(2,2-dimethyl-4-oxo-3,8,11-trioxa-5-azatridecan-13-yl)-1,2,3-oxadiazol-3-ium-5-olate CC(C)(OC(NCCOCCOCC[N+]1=NOC(=C1)[O-])=O)C